C(C)S1(NC2=C(C3=C1C=CC=C3)C=CC=C2)=O 5-ethyldibenzo[c,e][1,2]thiazine-5-oxide